2-acetamido-3-acetamido-2,3-dideoxy-D-mannuronic acid C(C)(=O)N[C@H](C=O)[C@H]([C@H](O)[C@H](O)C(=O)O)NC(C)=O